C(C)(C)(C)OC(N(C)CCOCCOCCOCCOCCO)=O (14-hydroxy-3,6,9,12-tetraoxatetradecyl)(methyl)carbamic acid tert-butyl ester